COC(CN1C2=C(C=C1C(=O)N)CC(C2)(C)C)OC 1-(2,2-dimethoxyethyl)-5,5-dimethyl-1,4,5,6-tetrahydrocyclopenta[b]pyrrole-2-carboxamide